N-(6-(5-chloro-6-fluoro-7-((3-hydroxyazetidin-1-yl)methyl)-1H-indazol-4-yl)imidazo[1,2-a]pyrazin-2-yl)acetamide ClC=1C(=C2C=NNC2=C(C1F)CN1CC(C1)O)C=1N=CC=2N(C1)C=C(N2)NC(C)=O